O1C(=CC=C1)CNC1=NC=C(C=2N1C=NN2)C2=CC=C(C(=O)OC)C=C2 methyl 4-{5-[(furan-2-ylmethyl)amino]-[1,2,4]triazolo[4,3-c]pyrimidin-8-yl}benzoate